2-((3S,3aR,6R,6aS)-6-hydroxy-6-vinylhexahydrofuro[3,2-b]furan-3-yl)isoindoline-1,3-dione O[C@@]1(CO[C@H]2[C@@H]1OC[C@@H]2N2C(C1=CC=CC=C1C2=O)=O)C=C